[N].CC1=C(NC=C1)C dimethyl-pyrrole nitrogen